CC1=NC2=CC=CC(=C2C(N1C1C(NC(CC1)=O)=O)=O)NCC1=C(C=C(C=C1)CN1CC(C1)N1CCOCC1)C 3-(2-methyl-5-((2-methyl-4-((3-morpholinoazetidin-1-yl)methyl)benzyl)amino)-4-oxoquinazolin-3(4H)-yl)piperidine-2,6-dione